(E)-N-(3-(2-(5-fluoro-2-methoxyphenyl)-2-oxoethyl)-5-(1-(isopropoxyimino)ethyl)-2,6-dioxo-3,6-dihydropyrimidin-1(2H)-yl)thiophene-2-carboxamide FC=1C=CC(=C(C1)C(CN1C(N(C(C(=C1)/C(/C)=N/OC(C)C)=O)NC(=O)C=1SC=CC1)=O)=O)OC